3-(1,3-benzodioxol-5-ylcarbonyl)-6-methoxyquinolin-4(1H)-one O1COC2=C1C=CC(=C2)C(=O)C2=CNC1=CC=C(C=C1C2=O)OC